(E)-3-(1,3-Benzodioxol-5-yl)-N-(2-methylsulfanylethyl)-N-(1H-pyrazol-3-yl)prop-2-enamid O1COC2=C1C=CC(=C2)/C=C/C(=O)N(C2=NNC=C2)CCSC